C1(=CC=CC=C1)N(N=CC=1C2=CC=CC=C2C=C2C=CC=CC12)C1=CC=CC=C1 9-anthraceneformaldehyde diphenyl hydrazone